C(C)S(=O)(=O)C=1OC(=CC(C1)=O)C 2-(ethylsulfonyl)-6-methyl-4-oxo-4H-pyran